C1(=CC=CC=C1)C1OC(CC(O1)=O)=O 2-phenyl-[1,3]-dioxan-4,6-dione